(R)-2-(3-(5-chloropyrimidin-2-yl)azetidin-1-yl)-5-oxo-(6,7-dihydrothieno[3,2-d]pyrimidin-4-yl)amino-cyclobutyl-methanol ClC=1C=NC(=NC1)C1CN(C1)C1C(CC1)[C@@H](O)NC=1C2=C(N=CN1)CCS2=O